FC1=C(N=CC2=C1N=C(N=C2N2CC1CCC(C2)N1C(=O)OCCCC)C#CC12CCCN2CCC1)C1=CC=CC2=CC=CC(=C12)F butyl 3-(8-fluoro-7-(8-fluoronaphthalen-1-yl)-2-((hexahydro-1H-pyrrolizin-7a-yl)ethynyl)pyrido[4,3-d]pyrimidin-4-yl)-3,8-diazabicyclo[3.2.1]octane-8-carboxylate